2,4-diethylpentanediol C(C)C(C(O)O)CC(C)CC